ClC1=CC=C(C=C1)C(C)(O)C=1C=NC(=NC1)C=1CCN(CC1)C1=NC=NN2C1=CC(=C2)C=2C=NN(C2)CC 1-(4-chlorophenyl)-1-(2-(1-(6-(1-ethyl-1H-pyrazol-4-yl)pyrrolo[2,1-f][1,2,4]triazin-4-yl)-1,2,3,6-tetrahydropyridin-4-yl)pyrimidin-5-yl)ethan-1-ol